(S or R)-N,N'-(10,17-dioxo-3,6,21,24-tetraoxa-9,11,16,18-tetraazahexacosane-1,26-diyl)bis(3-((S)-6,8-dichloro-2-methyl-1,2,3,4-tetrahydroisoquinolin-4-yl)benzenesulfonamide) O=C(NCCOCCOCCNS(=O)(=O)C1=CC(=CC=C1)[C@@H]1CN(CC2=C(C=C(C=C12)Cl)Cl)C)NCCCCNC(NCCOCCOCCNS(=O)(=O)C1=CC(=CC=C1)[C@@H]1CN(CC2=C(C=C(C=C12)Cl)Cl)C)=O